ClC=1C=C(C(=C(C(=O)OC)C1)OC)C1=COC=C1 methyl 5-chloro-3-(furan-3-yl)-2-methoxybenzoate